CC(CCC=O)C dimethyl-4-butanal